COC1CC(C1)N[C@@H](C)CC=C (1S,3R)-3-methoxy-N-((S)-pent-4-en-2-yl)cyclobutanamine